tert-butyl N-(2-chloropyridin-4-yl)carbamate ClC1=NC=CC(=C1)NC(OC(C)(C)C)=O